(2S,4'S)-6'-bromo-8-(difluoromethoxy)-4',5'-difluoro-3',4'-dihydro-2'H,3H-spiro[imidazo[1,2-a]pyridine-2,1'-naphthalene]-6-carbonitrile BrC=1C(=C2[C@H](CC[C@@]3(C2=CC1)N=C1N(C=C(C=C1OC(F)F)C#N)C3)F)F